2-chloro-1,3-phenylene diisocyanate ClC1=C(C=CC=C1N=C=O)N=C=O